((6-oxoundecane-1,11-diyl)bis(sulfanediyl))bis(octane-1,2-diyl) bis(3-cyclohexylpropanoate) C1(CCCCC1)CCC(=O)OC(CSCCCCCC(CCCCCSCC(CCCCCC)OC(CCC1CCCCC1)=O)=O)CCCCCC